C(C)(C)(C)C1CCN(CC1)C(=O)NC=1C=NC(=C(C1)C=1N=NNN1)C=1C=C2C=NN(C2=CC1)C 4-(tert-butyl)-N-(6-(1-methyl-1H-indazol-5-yl)-5-(2H-tetrazol-5-yl)pyridin-3-yl)piperidine-1-carboxamide